ergosta-5,7,22,24(28)-tetraen CC(C)C(=C)C=C[C@@H](C)[C@H]1CC[C@H]2C3=CC=C4CCCC[C@]4(C)[C@H]3CC[C@]12C